FC=1C=C(C=C(C1)CCNC([C@H](C)NC)=O)NC=1C(=NC(=C(N1)C)C)C(=O)N (S)-3-((3-fluoro-5-(2-(2-(methylamino)propanamido)ethyl)phenyl)amino)-5,6-dimethylpyrazine-2-carboxamide